(4-chlorophenyl)(phenyl)phosphorus oxide ClC1=CC=C(C=C1)[P](C1=CC=CC=C1)=O